N1=C(C=CC=C1)N1C=NC=C1 pyridin-2-yl-1H-imidazol